C[C@@H]1N([C@@H](CNC1)C)CC(=O)NC1=CC=C(C=C1)C1C(NC(CC1)=O)=O 2-((2S,6R)-2,6-dimethylpiperazin-1-yl)-N-(4-(2,6-dioxopiperidin-3-yl)phenyl)acetamide